CC1=C(OC[C@H]2CN=C(O2)N)C=CC=C1 |r| (±)-5-[(2-methylphenoxy)methyl]-2-amino-2-oxazoline